Methyl (Z)-2-bromo-3-((4-chloro-5H-1,2,3-dithiazol-5-ylidene)amino)-5-fluorobenzoate BrC1=C(C(=O)OC)C=C(C=C1\N=C/1\C(=NSS1)Cl)F